5,6-dimethyl-1H-benzo[d]imidazole CC1=CC2=C(NC=N2)C=C1C